tert-butyl (1-(4-(2,6-dioxopiperidin-3-yl)-3,5-difluorophenyl)-3-methylazetidin-3-yl)carbamate O=C1NC(CCC1C1=C(C=C(C=C1F)N1CC(C1)(C)NC(OC(C)(C)C)=O)F)=O